4-(4'-chloro-4-cyclopropyl-2'-fluoro[1,1'-biphenyl]-3-yl)-5-hydroxy-2,2,6,6-tetramethyl-2H-pyran-3(6H)-one ClC1=CC(=C(C=C1)C1=CC(=C(C=C1)C1CC1)C=1C(C(OC(C1O)(C)C)(C)C)=O)F